Tert-butyl 5-[[4-[(4-amino-4-imino-butanoyl)amino]-3-fluoro-phenyl]sulfonyl-[(4-methoxyphenyl)methyl]amino]thiazole-4-carboxylate NC(CCC(=O)NC1=C(C=C(C=C1)S(=O)(=O)N(C1=C(N=CS1)C(=O)OC(C)(C)C)CC1=CC=C(C=C1)OC)F)=N